NC1=CC=C(C=C1)C(\C=C\C1=CC(=CC=C1)O)=O (E)-1-(4-Aminophenyl)-3-(3-hydroxyphenyl)prop-2-en-1-one